FC1(C[C@@]12C[C@@H](N(CC2)CC2=C1C=CNC1=C(C=C2OC)C)C2=CC=C(C(=O)O)C=C2)F 4-((3r,5r)-1,1-difluoro-6-((5-methoxy-7-methyl-1H-indol-4-yl)methyl)-6-azaspiro[2.5]oct-5-yl)benzoic acid